(-)-gallic acid C(C1=CC(O)=C(O)C(O)=C1)(=O)O